CC(CSC)(C)NC(=O)C=1C2=CN(N=C2C(=CC1)F)C=1C=NC=CC1 N-(1,1-dimethyl-2-methylsulfanyl-ethyl)-7-fluoro-2-(3-pyridinyl)indazole-4-carboxamide